Cl.COCCNC(C1=NC=C(C=C1)N1CCNCC1)=O N-(2-methoxyethyl)-5-(piperazin-1-yl)picolinamide hydrochloride